ClC1=CC2=C(C=N1)C(=NN2)N2CC(CC2)(C#N)C 1-(6-chloro-1H-pyrazolo[4,3-c]pyridin-3-yl)-3-methylpyrrolidine-3-carbonitrile